COC1=CC=C(C=C1)CCN 2-(4-methoxyphenyl)ethylamine